di-tert-butyl (6S,9R)-3-oxo-2,3,6,7,8,9-hexahydro-4H-6,9-epiminocyclohepta[e]-[1,2,4]triazine-4,10-dicarboxylate O=C1NN=C2C(N1C(=O)OC(C)(C)C)=C[C@@H]1CC[C@H]2N1C(=O)OC(C)(C)C